[O-2].[O-2].[Ti+4] Titanium-Dioxide